C1=CC(=CC=2C3=CC=CC=C3C=CC12)C(=O)[O-] phenanthren-3-ylcarboxylate